para-toluenesulfonic acid silver [Ag].CC1=CC=C(C=C1)S(=O)(=O)O